C1(CC1)COC=1C=CN(NC1N(C)C)CCO 5-(cyclopropylmethoxy)-6-(dimethylamino)-2-(2-hydroxyethyl)pyridazin